2-(3,5-difluoroanilino)-5-methyl-N-[(3R)-spiro[3.4]octan-3-yl]-thiazole-4-carboxamide FC=1C=C(NC=2SC(=C(N2)C(=O)N[C@@H]2CCC23CCCC3)C)C=C(C1)F